COC(C1=NC=CC(=C1)N1N=C2C=CC(=CC2=C1)NC(=O)OC(C)(C)C)=O 4-(5-((tert-Butoxycarbonyl)amino)-2H-indazol-2-yl)picolinic acid methyl ester